3-(3-(4-((2-fluorobenzyl)oxy)benzyl)isoxazol-5-yl)pyridin-2-amine FC1=C(COC2=CC=C(CC3=NOC(=C3)C=3C(=NC=CC3)N)C=C2)C=CC=C1